FC1=C(C(=O)N(C2=NC=CC3=CC=CC(=C23)C)[C@H]2CN(CCC2)C(=O)OC(C)(C)C)C=CC(=C1)C=1C=NN2C1N=CC=C2 tert-butyl (R)-3-(2-fluoro-N-(8-methylisoquinolin-1-yl)-4-(pyrazolo[1,5-a]pyrimidin-3-yl)benzamido)piperidine-1-carboxylate